3-methanesulfonamido-N,N-dipropylaniline CS(=O)(=O)NC=1C=C(N(CCC)CCC)C=CC1